(2-formyl-5,6,7,8-tetrahydroimidazo[1,2-a]pyridin-6-yl)carbamic acid tert-butyl ester C(C)(C)(C)OC(NC1CCC=2N(C1)C=C(N2)C=O)=O